O[C@@](C=1C=C(C=NC1)C1=NOC(=N1)C(C)(C)O)(C1(CN(C1)C([2H])([2H])[2H])C)C1=CC=C(C=C1)C(C)C (R)-2-(3-(5-(hydroxy(4-isopropylphenyl)(3-methyl-1-(methyl-d3)azetidin-3-yl)methyl)pyridin-3-yl)-1,2,4-oxadiazol-5-yl)propan-2-ol